NCCNC(CSCCC(=O)N([C@@H](C)C(=O)[O-])C)=O N-(3-((2-((2-aminoethyl)amino)-2-oxoethyl)thio)propanoyl)-N-methyl-L-alaninate